OC=1C=C2CCC(C(C2=CC1)C1=CC=C(C=C1)N1CCC(CC1)N(C)CC=1C=C(C=CC1)N1C(NC(CC1)=O)=O)C1=CC=CC=C1 1-(3-(((1-(4-(6-hydroxy-2-phenyl-1,2,3,4-tetrahydronaphthalen-1-yl)phenyl)piperidin-4-yl)(methyl)amino)methyl)phenyl)dihydropyrimidine-2,4(1H,3H)-dione